2,2-dimethyl-2H-1-benzopyran-6-carbonitrile CC1(OC2=C(C=C1)C=C(C=C2)C#N)C